N(=O)N(C1=CC2=CC=CC=C2C=C1)C1=CC=CC=C1 N-nitrosophenyl-β-naphthylamine